N1=CC(=CC=C1)C1=CC=C(C(=O)O)C=C1 4-(pyridin-3-yl)-benzoic acid